O1CCC(CC1)=CC1=C(C=CC=C1)C1CCN(CC1)[C@@H]1COC2(CN(C2)C(=O)OC(C)(C)C)C1 tert-butyl (S)-7-(4-(2-((tetrahydro-4H-pyran-4-ylidene)methyl)phenyl)piperidin-1-yl)-5-oxa-2-azaspiro[3.4]octane-2-carboxylate